4-(7-Bromo-2,3-dihydrobenzofuran-5-yl)-3,5-dimethylisoxazole BrC1=CC(=CC=2CCOC21)C=2C(=NOC2C)C